2,3,4,5-tetracaffeoyl-D-glucaric acid C(\C=C\C1=CC(O)=C(O)C=C1)(=O)[C@@](C(=O)O)(O)[C@@](O)([C@](O)([C@](O)(C(=O)O)C(\C=C\C1=CC(O)=C(O)C=C1)=O)C(\C=C\C1=CC(O)=C(O)C=C1)=O)C(\C=C\C1=CC(O)=C(O)C=C1)=O